O1C(=C(C(=O)C=2C(O)=CC(O)=CC12)C1=CC=C(O)C=C1)NC(=O)[O-] genistein-carbamate